N-(3-(1-amino-2,2-difluoro-3-hydroxypropyl)-4-fluorophenyl)-4-cyclopropyl-2-(4-fluoro-2-methylphenoxy)-5-(trifluoromethyl)benzamide NC(C(CO)(F)F)C=1C=C(C=CC1F)NC(C1=C(C=C(C(=C1)C(F)(F)F)C1CC1)OC1=C(C=C(C=C1)F)C)=O